bis(2-acryloxyethyl) pentyl phosphate P(=O)(OCCOC(C=C)=O)(OCCOC(C=C)=O)OCCCCC